2-(2-methoxyphenyl)-2-((tetrahydro-2H-pyran-4-yl)oxy)ethanolid methyl-4'-hydroxy-[1,1'-biphenyl]-3-carboxylate COC(=O)C=1C=C(C=CC1)C1=CC=C(C=C1)O.COC1=C(C=CC=C1)C1(C(=O)O1)OC1CCOCC1